tert-butyl (E)-3-(5-(3-cyano-6-(3-methoxy-3-oxoprop-1-en-1-yl)pyrazolo[1,5-a]pyridin-4-yl)pyridin-2-yl)-3,6-diazabicyclo[3.1.1]heptane-6-carboxylate C(#N)C=1C=NN2C1C(=CC(=C2)\C=C\C(=O)OC)C=2C=CC(=NC2)N2CC1N(C(C2)C1)C(=O)OC(C)(C)C